3-(3,5-diacetyl-2,6-dimethyl-1,4-dihydropyridin-4-yl)benzo[b]thiophene-7-carbonitrile C(C)(=O)C1=C(NC(=C(C1C=1C2=C(SC1)C(=CC=C2)C#N)C(C)=O)C)C